C(C)(C)(C)OC(=O)N(C1C=2C=CC(=NC2CCC1)C(=O)OCC)CCC1=C(C=CC=C1)OCC1=C(C=C(C=C1)C1=CC=C(C=C1)C(F)(F)F)Cl Ethyl 5-{(tert-butoxy carbonyl) [2-(2-{[3-chloro-4'-(trifluoromethyl)biphenyl-4-yl]methoxy}phenyl)-ethyl]amino}-5,6,7,8-tetrahydroquinoline-2-carboxylate